9-(4-(1-isopropyl-4-methyl-1H-imidazol-2-yl)benzyl)-2-(2-isopropylphenyl)-7,9-dihydro-8H-purin-8-one C(C)(C)N1C(=NC(=C1)C)C1=CC=C(CN2C3=NC(=NC=C3NC2=O)C2=C(C=CC=C2)C(C)C)C=C1